C(C)(C)(C)OC(N[C@H](CN=[N+]=[N-])C1=CC(=CC=C1)Cl)=O (S)-(2-azido-1-(3-chlorophenyl)ethyl)carbamic acid tert-butyl ester